ClC=1C=C(C=NC1C=1OC=CN1)NC(=O)NC1=C(C=2N(N=C1)C=C(N2)C)[C@H](C)OC (S)-N-(5-chloro-6-(1,3-oxazol-2-yl)pyridin-3-yl)-N'-(8-(1-methoxyethyl)-2-methylimidazo[1,2-b]pyridazin-7-yl)urea